N-methylmorpholine chlorochromate [Cr](=O)(=O)(O)Cl.CN1CCOCC1